1-isopropyl-3-mesityl-5-methyl-pyrazol-4-ol C(C)(C)N1N=C(C(=C1C)O)C1=C(C=C(C=C1C)C)C